C(#N)C=1C=C(C=CC1)C=1N=C(SC1C1=CC=C2C=NC(=NC2=C1)C)NC(=O)N1CC2(COC2)C1 N-[4-(3-cyanophenyl)-5-(2-methylquinazolin-7-yl)thiazol-2-yl]-2-oxa-6-azaspiro[3.3]heptane-6-carboxamide